BrC=1C=C2NCC(NC2=C(C1)OCC1=CC=C(C=C1)OC)=O 6-bromo-8-((4-methoxybenzyl)oxy)-3,4-dihydroquinoxalin-2(1H)-one